7-(3-(4-hydroxypiperidin-1-yl)-1H-pyrazol-1-yl)-4-(1-methyl-1H-pyrrolo[2,3-b]pyridin-4-yl)isoindolin-1-one OC1CCN(CC1)C1=NN(C=C1)C=1C=CC(=C2CNC(C12)=O)C1=C2C(=NC=C1)N(C=C2)C